2-(4-((5-fluoro-2-methoxybenzamido)methyl)phenyl)-9,10-dihydro-4H-benzo[d]pyrazolo[1,5-a][1,3]diazepine-3-carboxamide FC=1C=CC(=C(C(=O)NCC2=CC=C(C=C2)C2=NN3C(NC4=C(CC3)C=CC=C4)=C2C(=O)N)C1)OC